N(=NC(C#N)(C)C1CC1)C(C#N)(C)C1CC1 2,2'-azobis-(2-cyclopropylpropionitrile)